C(C)(C)(C)OC(=O)N(C(=O)OC(C)(C)C)CC1=CC(=C(C(=O)OC)C=C1)[N+](=O)[O-] methyl 4-((bis(tert-butoxycarbonyl)amino)methyl)-2-nitrobenzoate